C(O)C(CC)(CO)CO Tri-methylolpropan